C1(CC1)NC(C1=C(C=CC=C1)SC1=CC=C2C(=NNC2=C1)\C=C\C=1C=NN(C1)CCN1CCCC1)=O N-cyclopropyl-2-({3-[(E)-2-{1-[2-(pyrrolidin-1-yl)ethyl]-1H-pyrazol-4-yl}vinyl]-1H-indazol-6-yl}thio)benzamide